tert-butyl (2S)-4-(4-chloro-7-methyl-7H-pyrrolo[2,3-d]pyrimidin-6-yl)-4-hydroxy-2-methylpyrrolidine-1-carboxylate ClC=1C2=C(N=CN1)N(C(=C2)C2(C[C@@H](N(C2)C(=O)OC(C)(C)C)C)O)C